NCC(=O)OC[C@H]([C@H]([C@@H]([C@H](C(=O)NC(CCC)=O)O)O)O)O 6-O-(L-glycyl)-N-butyrylaminoglucose